8-(6-(1'-isobutyl-[1,4'-bipiperidin]-4-yl)-4-methyl-1H-benzo[d]imidazol-2-yl)quinoline C(C(C)C)N1CCC(CC1)N1CCC(CC1)C=1C=C(C2=C(NC(=N2)C=2C=CC=C3C=CC=NC23)C1)C